COC1=C(C=C(C=C1)C(CC1=CC(=C(C(=C1)OC)OC)OC)=O)C 1-(4-Methoxy-3-methylphenyl)-2-(3,4,5-trimethoxyphenyl)ethan-1-one